COC1=CC=C(CN2C(CCCC2=O)=O)C=C1 1-(4-methoxybenzyl)-piperidine-2,6-dione